[N+](=O)(OCC1=NOC(=C1)CO[N+](=O)[O-])[O-] isoxazole-3,5-diylbis(methylene) dinitrate